BrC=1C(=NN2C1CCC(C2)(C2C(C=CC=C2)=CC2COC2)C)C2=NC=C(C=C2)F rac-3-bromo-2-(5-fluoropyridin-2-yl)-6-methyl-6-(oxetan-3-ylmethylenePhenyl)-4,5,6,7-tetrahydropyrazolo[1,5-a]Pyridine